1-butyl-3-methylpyrrolidinium bis(trifluoromethylsulfonyl)imide [N-](S(=O)(=O)C(F)(F)F)S(=O)(=O)C(F)(F)F.C(CCC)[NH+]1CC(CC1)C